Nε-Boc-lysine t-butyl ester hydrochloride Cl.C(C)(C)(C)OC([C@@H](N)CCCCNC(=O)OC(C)(C)C)=O